N-methyl-2-(1H-pyrazol-4-yl)-N-[(3S)-pyrrolidin-3-yl]benzenesulfonamide tert-butyl-(tert-butoxycarbonyl)(hept-6-yn-1-yl)carbamate C(C)(C)(C)C#CCCCCCN(C(O)=O)C(=O)OC(C)(C)C.CN(S(=O)(=O)C1=C(C=CC=C1)C=1C=NNC1)[C@@H]1CNCC1